N1(C=NC=C1)C=1C=2N(N=C(C1)C=1C(NC(NC1)=O)=O)C=CN2 5-(8-imidazol-1-ylimidazo[1,2-b]pyridazin-6-yl)-1H-pyrimidine-2,4-dione